BrC1=CSC2=C1N=CN=C2N[C@H](CN2CCN(CC2)C(=O)OC(C)(C)C)C tert-butyl 4-[(2S)-2-[(7-bromothieno[3,2-d]pyrimidin-4-yl)amino]propyl]piperazine-1-carboxylate